NC=1N=C2N(C=C(N=C2C)CNC(C)=O)C1 N-[(2-amino-8-methyl-imidazo[1,2-a]pyrazin-6-yl)methyl]acetamide